O=C1[C@@H]2[C@H](CN1)CN(C2)C(=O)OC(C)(C)C tert-butyl (3aR,6aR)-4-oxohexahydropyrrolo[3,4-c]pyrrole-2(1H)-carboxylate